4-allylcatechol diacrylate C(C=C)(=O)OC=1C(OC(C=C)=O)=CC(=CC1)CC=C